ClC1=CC=C(C=C1)[C@@]1(N(C(C2=CC(=CC(=C12)F)C(=C)CCO)=O)CC1=CC=C(C=N1)C#N)OC([2H])([2H])C1(CC1)C([2H])([2H])O 6-{[(1R)-1-(4-Chlorophenyl)-7-fluoro-1-({1-[hydroxy(2H2)methyl]cyclopropyl}(2H2)methoxy)-5-(4-hydroxybut-1-en-2-yl)-3-oxo-2,3-dihydro-1H-isoindol-2-yl]methyl}pyridine-3-carbonitrile